OCC1CS(CC1)(=O)=O 3-(hydroxymethyl)tetrahydrothiophene 1,1-dioxide